(E)-N-(5-chloro-4-(4-chloro-3-fluorophenyl)thiazol-2-yl)-5-((2-hydroxy-3-methoxybenzylidene)amino)-3-methylpyridine-2-sulfonamide ClC1=C(N=C(S1)NS(=O)(=O)C1=NC=C(C=C1C)/N=C/C1=C(C(=CC=C1)OC)O)C1=CC(=C(C=C1)Cl)F